C1(CC1)OC1=C(C=NC=C1)C(=O)NC1=CC(=C(C(=C1)F)OC1=CC=NC2=CC(=NC=C12)OC)F 4-cyclopropoxy-N-(3,5-difluoro-4-((7-methoxy-1,6-naphthyridin-4-yl)oxy)phenyl)pyridine-3-carboxamide